COCCOCCC[Si](OC)(OC)OC 3-(2-methoxyethoxy)propyltrimethoxysilane